(S)-TERT-BUTYL 6'-CHLORO-5-(((1S,2S)-2-((R)-1-HYDROXYBUT-3-EN-1-YL)-2-METHYLCYCLOBUTYL)METHYL)-3',4,4',5-TETRAHYDRO-2H,2'H-SPIRO[BENZO[B][1,4]OXAZEPINE-3,1'-NAPHTHALENE]-7-CARBOXYLATE ClC=1C=C2CCC[C@]3(C2=CC1)CN(C1=C(OC3)C=CC(=C1)C(=O)OC(C)(C)C)C[C@@H]1[C@@](CC1)(C)[C@@H](CC=C)O